C(C)C=1C=NN2C1N=C(C=C2NCC=2C=NC(=CC2)OCCN2CCNCC2)C2=CC=CC=C2 3-ethyl-5-phenyl-N-[[6-(2-piperazin-1-ylethoxy)-3-pyridyl]methyl]pyrazolo[1,5-a]pyrimidin-7-amine